OC=1C=C(C=CC1O)C=CC(=O)C1=CC=C(C=C1)O 3-(3,4-Dihydroxyphenyl)-1-(4-hydroxyphenyl)prop-2-en-1-one